benzyl (4aS,8aS)-6-(6-bromo-3-chloroquinolin-4-yl)-octahydro-1H-pyrido[3,4-b][1,4]oxazine-1-carboxylate BrC=1C=C2C(=C(C=NC2=CC1)Cl)N1C[C@@H]2OCCN([C@H]2CC1)C(=O)OCC1=CC=CC=C1